5-chloro-1-methyl-pyrazol ClC1=CC=NN1C